(R)-8-(6-amino-5-(2,3-dichlorophenyl)-3-(1,3,4-oxadiazol-2-yl)pyrazin-2-yl)-8-azaspiro[4.5]decan-1-amine NC1=C(N=C(C(=N1)N1CCC2(CCC[C@H]2N)CC1)C=1OC=NN1)C1=C(C(=CC=C1)Cl)Cl